6-(2,6-dichloro-4-nitrophenoxy)-4-isopropylpyridazin-3(2H)-one ClC1=C(OC=2C=C(C(NN2)=O)C(C)C)C(=CC(=C1)[N+](=O)[O-])Cl